CC(CC1CCOCC1)(C)N1CCC(CC1)CC1=CC=2N(C=C1)N=CC2N2C(NC(CC2)=O)=O 1-(5-((1-(2-methyl-1-(tetrahydro-2H-pyran-4-yl)propan-2-yl)piperidin-4-yl)methyl)pyrazolo[1,5-a]pyridin-3-yl)dihydropyrimidine-2,4(1H,3H)-dione